methyl 3-((isoquinoline-1-carboxamido)methyl)-5-(methoxymethyl)-4,5-dihydroisoxazole-5-carboxylate C1(=NC=CC2=CC=CC=C12)C(=O)NCC1=NOC(C1)(C(=O)OC)COC